FC=1C=C(C=O)C=C(C1OC1=CC(=CC=C1)OC(F)(F)F)F 3,5-difluoro-4-(3-(trifluoromethoxy)phenoxy)benzaldehyde